2-(2,6-Dioxopiperidin-3-yl)-4-((6-iodohexyl)amino)isoindoline-1,3-dione O=C1NC(CCC1N1C(C2=CC=CC(=C2C1=O)NCCCCCCI)=O)=O